(E)-1-(5-fluoro-2-hydroxyphenyl)-3-(dimethylamino)prop-2-en-1-one FC=1C=CC(=C(C1)C(\C=C\N(C)C)=O)O